tert-Butyl 7-[3-[(7-tert-butoxycarbonyl-7-azaspiro[3.5]nonan-2-yl)oxycarbonylamino]-8-chloro-7-fluoro-6-isoquinolyl]-8-methyl-3,4-dihydro-2H-1,5-naphthyridine-1-carboxylate C(C)(C)(C)OC(=O)N1CCC2(CC(C2)OC(=O)NC=2N=CC3=C(C(=C(C=C3C2)C2=CN=C3CCCN(C3=C2C)C(=O)OC(C)(C)C)F)Cl)CC1